3-ketoadipyl-coenzyme A O=C(CC(=O)SCCNC(CCNC([C@@H](C(COP(OP(OC[C@@H]1[C@H]([C@H]([C@@H](O1)N1C=NC=2C(N)=NC=NC12)O)OP(=O)(O)O)(=O)O)(=O)O)(C)C)O)=O)=O)CCC(=O)O